[I-].C(CCCCCCCCCCC)[NH3+] N-dodecylammonium iodide